[Cl-].CC(CC)C(N(CCO)CCO)CO 2-butyltriethanolamine chloride salt